N,N-dimethyl-1-(5,6,7,8-tetrahydro-1,6-naphthyridin-5-yl)methanamine CN(CC1C=2C=CC=NC2CCN1)C